(S)-6-(1-amino-1,3-dihydro-spiro[inden-2,4'-piperidin]-1'-yl)-3-(1-(3-chloro-2-fluoropyridin-4-yl)vinyl)-1H-pyrazolo[3,4-d]pyrimidin-4(5H)-one N[C@@H]1C2=CC=CC=C2CC12CCN(CC2)C=2NC(C1=C(N2)NN=C1C(=C)C1=C(C(=NC=C1)F)Cl)=O